2-((3-(4-(2,6-dimethylpyridin-4-yl)-1H-pyrazol-3-yl)phenoxy)methyl)benzonitrile CC1=NC(=CC(=C1)C=1C(=NNC1)C=1C=C(OCC2=C(C#N)C=CC=C2)C=CC1)C